FC=1C=C(C=C(C1)F)C=1N=C(NC1C1=CC2=C(N=CS2)C=C1)CC 6-(4-(3,5-Difluorophenyl)-2-ethyl-1H-imidazol-5-yl)benzo[d]thiazole